2-methoxyphenylboric acid COC1=C(C=CC=C1)OB(O)O